tert-Butyl 2-(2-((5-bromopyridin-2-yl)oxy)ethoxy)acetate BrC=1C=CC(=NC1)OCCOCC(=O)OC(C)(C)C